C(\C=C/C(=O)[O-])(=O)[O-].[Cs+].[Cs+] cesium maleate